C(C)(C)(C)C1=CC(=NO1)NC(=O)NC1=CC=C(C=C1)N1C=NC2=C1C=C(C(=C2)C)C 1-(5-tert-butyl-isoxazol-3-yl)-3-[4-(5,6-dimethyl-benzoimidazol-1-yl)-phenyl]-urea